2-(2-(1-(2-(4-fluorophenyl)-2-oxoethyl)pyrrolidin-3-yl)ethyl)isoindolin-1-one FC1=CC=C(C=C1)C(CN1CC(CC1)CCN1C(C2=CC=CC=C2C1)=O)=O